F[C@H]1[C@H](CN(C2=C(S1(=O)=O)C=C(C(=C2)C(F)(F)F)OCC(C(=O)O)(C)C)C2=CC=C(C=C2)F)CCC(F)(F)F 3-(((2R,3S)-2-fluoro-5-(4-fluorophenyl)-1,1-dioxido-7-(trifluoromethyl)-3-(3,3,3-trifluoropropyl)-2,3,4,5-tetrahydrobenzo[b][1,4]thiazepin-8-yl)oxy)-2,2-dimethylpropanoic acid